Pyridin-4-ylbenzamide dihydrochloride Cl.Cl.N1=CC=C(C=C1)C1=C(C(=O)N)C=CC=C1